N-(p-methoxyphenyl)-3-((p-methoxyphenyl)amino)propionamide COC1=CC=C(C=C1)NC(CCNC1=CC=C(C=C1)OC)=O